CN(C=1C2=C(N=CC1)ON=C2N)C N4,N4-Dimethylisoxazolo[5,4-b]pyridine-3,4-diamine